7-(5-dimethylaminopentyloxy)-3-acetylcoumarin oxime CN(CCCCCOC1=CC=C2C=C(C(OC2=C1)=NO)C(C)=O)C